6-bromo-8-(4,4-difluoropiperidin-1-yl)-2-methylquinoline BrC=1C=C2C=CC(=NC2=C(C1)N1CCC(CC1)(F)F)C